COC1=C(C=CC(=C1)\C=C\C)OC=C(C)C1=CC=CC=C1 2-methoxy-1-((2-phenylprop-1-en-1-yl)oxy)-4-((E)-prop-1-en-1-yl)benzene